[I-].N1C=C(C2=CC=CC=C12)/C=C/C1=[N+](C2=CC=CC=C2C(=C1)NCCN1CCCCC1)C (E)-2-(2-(1H-indol-3-yl)vinyl)-1-methyl-4-((2-(piperidin-1-yl)ethyl)amino)quinolin-1-ium iodide